N-(4-(2-(4-fluorophenyl)-4,5,6,7-tetrahydropyrazolo[1,5-a]pyrazin-3-yl)pyridin-2-yl)cyclopropanecarboxamide FC1=CC=C(C=C1)C1=NN2C(CNCC2)=C1C1=CC(=NC=C1)NC(=O)C1CC1